N-[4-[[4-[[2-(6-methyl-2-pyridyl)pyrimidin-4-yl]amino]pyrimidin-2-yl]amino]phenyl]pyrrolidine-3-sulfonamide CC1=CC=CC(=N1)C1=NC=CC(=N1)NC1=NC(=NC=C1)NC1=CC=C(C=C1)NS(=O)(=O)C1CNCC1